C(C)(C)(C)C1=CC(=C(C=C1)B1OC(C(O1)(C)C)(C)C)Cl 2-(4-tert-butyl-2-chloro-phenyl)-4,4,5,5-tetramethyl-1,3,2-dioxaborolane